CC1N(C=2C(=NC=CC2C=2C1=NN(N2)C([2H])([2H])[2H])NC(=O)C2CC2)C N-(4,5-dimethyl-2-(methyl-d3)-4,5-dihydro-2H-[1,2,3]triazolo[4,5-c][1,7]naphthyridin-6-yl)cyclopropanecarboxamide